[3-[1-[2-[2-[(2S)-2-benzyloxypropoxy]ethoxy]ethyl]pyrazol-4-yl]-7-fluoro-1-tetrahydropyran-2-yl-indazol-5-yl]oxy-tert-butyl-dimethyl-silane C(C1=CC=CC=C1)O[C@H](COCCOCCN1N=CC(=C1)C1=NN(C2=C(C=C(C=C12)O[Si](C)(C)C(C)(C)C)F)C1OCCCC1)C